ClC=1C=C(C=CC1)C[C@@H]1N(CC([C@H]1OS(=O)(=O)C(F)(F)F)(F)F)C(=O)OC(C)(C)C tert-butyl (2S,3S)-2-[(3-chlorophenyl)methyl]-4,4-difluoro-3-[(trifluoromethanesulfonyl)oxy]pyrrolidine-1-carboxylate